O1N=C(N=C1)C1=CC=C(CN2C(=NC3=C2C=CC=C3)N3C[C@H](CCC3)N)C=C1 (S)-1-(1-(4-(1,2,4-oxadiazol-3-yl)benzyl)-1H-benzo[d]imidazol-2-yl)piperidin-3-amine